C(CCC)N(C(O)=O)CC1CCC(CC1)N.OC1N(C(N(C1C)C)=O)C1=NN(C(=C1)C(F)(F)F)C 4-hydroxy-1,5-dimethyl-3-[1-methyl-5-(trifluoromethyl)pyrazol-3-yl]imidazolidin-2-one butyl-(((1r,4r)-4-aminocyclohexyl)methyl)carbamate